P(=O)(OC[N+]1(CCN(CC1)C1=CC=CC=2SC=CC21)CCCCOC2=CC=C1C=CC(NC1=C2)=O)(OCCCCCCCCO)[O-] (4-(benzo[b]thiophen-4-yl)-1-(4-((2-oxo-1,2-dihydroquinolin-7-yl)oxy)butyl)piperazin-1-ium-1-yl)methyl (8-hydroxyoctyl) phosphate